[Fe](Cl)Cl.[Na] sodium-iron(II) chloride